(R)-1-(2-(1-(6-bromopyrrolo[2,1-f][1,2,4]triazin-4-yl)-1,2,3,6-tetrahydropyridin-4-yl)-pyrimidin-5-yl)-1-(2,4-difluorophenyl)ethan-1-ol BrC=1C=C2C(=NC=NN2C1)N1CCC(=CC1)C1=NC=C(C=N1)[C@@](C)(O)C1=C(C=C(C=C1)F)F